3-((7-chloro-1-methyl-6-((6-(methylamino)pyrazolo[1,5-a]pyridin-3-yl)oxy)-1H-imidazo[4,5-b]pyridin-2-yl)amino)-1-methyl-5-(trifluoromethyl)pyridin-2(1H)-one ClC1=C2C(=NC=C1OC=1C=NN3C1C=CC(=C3)NC)N=C(N2C)NC=2C(N(C=C(C2)C(F)(F)F)C)=O